C1=C(C=CC=2C3=CC=CC=C3C3=CC=CC=C3C12)C1=COC=C1 3-(2-triphenylenyl)furan